(5-cyclopropyl-1H-pyrazol-3-yl)-2-(3-(1,2,3,6-tetrahydropyridin-4-yl)phenyl)propanamide C1(CC1)C1=CC(=NN1)C(C(=O)N)(C)C1=CC(=CC=C1)C=1CCNCC1